3-cyclopentyl-1-[9-ethyl-6-(2-methylbenzoyl)-9H-carbazole-3-yl]acetone-1-(O-acetyloxime) C(C)(=O)ON=C(C1=C(C=CC=C1)C)C=1C=C2C=3C=C(C=CC3N(C2=CC1)CC)CC(=O)CC1CCCC1